Cl.CO[C@@H]1C[C@@H](C[C@@H](C1)NCC1=CC=C(C=C1)C=1C=NC=C(C1)OC)NC=1C2=C(N=CN1)SC(=C2)CC(F)(F)F (1S,3R,5S)-5-methoxy-N1-{[4-(5-methoxypyridin-3-yl)phenyl]methyl}-N3-[6-(2,2,2-trifluoroethyl)thieno[2,3-d]pyrimidin-4-yl]cyclohexane-1,3-diamine Hydrochloride